5-bromo-1,3-dimethyl-3-((1-methylcyclohexyl)methyl)indolin-2-one BrC=1C=C2C(C(N(C2=CC1)C)=O)(CC1(CCCCC1)C)C